(S)-N-(3,5-bis(trifluoromethyl)phenyl)-6-(2-(tert-butylamino)-2-oxoethyl)-6-azaspiro[2.5]octane-1-carboxamide FC(C=1C=C(C=C(C1)C(F)(F)F)NC(=O)[C@H]1CC12CCN(CC2)CC(=O)NC(C)(C)C)(F)F